NC=1C=CC(=C(C(=O)OC)C1)C=1C=NN(C1)C(C)C Methyl 5-amino-2-(1-isopropyl-1H-pyrazol-4-yl)benzoate